4-methoxy-7-(1-methyl-1H-pyrazol-5-yl)-N-((1-methyl-1H-pyrazol-5-yl)methyl)-N-(3-(methylamino)-3-oxopropyl)benzo[b]thiophene-2-carboxamide COC1=CC=C(C=2SC(=CC21)C(=O)N(CCC(=O)NC)CC2=CC=NN2C)C2=CC=NN2C